C1(=CC=CC=C1)C(C#CCC)(C(=O)O)C(=O)O phenylpentynedicarboxylic acid